CNC(O[C@@H]1CC[C@H](CC1)C(N(C[C@@H]1CC[C@H](CC1)C1=CC(=C(C=C1)OC)C)C1=NC=CC(=C1)C1=CN=C(S1)C1CC1)=O)=O trans-4-((4-(2-Cyclopropylthiazol-5-yl) pyridin-2-yl)((trans-4-(4-methoxy-3-methylphenyl)cyclohexyl)methyl) carbamoyl)cyclohexyl methylcarbamate